(3-aminoazetidin-1-yl)-[(2R,6R)-6-methyl-4-[8-(trifluoromethyl)-5-quinolyl]morpholin-2-yl]methanone NC1CN(C1)C(=O)[C@H]1CN(C[C@H](O1)C)C1=C2C=CC=NC2=C(C=C1)C(F)(F)F